1-methylvinyldisilane CC(=C)[SiH2][SiH3]